N1[BiH]N[BiH]N[BiH]1 1,3,5,2,4,6-triazatribismane